1,3,5-benzenetricarboxylat C1(=CC(=CC(=C1)C(=O)[O-])C(=O)[O-])C(=O)[O-]